(1R,9S)-1-((E)-3-acetamidoprop-1-en-1-yl)-9-ethyl-5-fluoro-4-methyl-10,13-dioxo-2,3,9,10,13,15-hexahydro-1H,12H-benzo[de]pyrano[3',4':6,7]indolizino[1,2-b]quinolin-9-yl acetate C(C)(=O)O[C@@]1(C(OCC=2C(N3CC=4C(=NC=5C=C(C(=C6C5C4[C@H](CC6)\C=C\CNC(C)=O)C)F)C3=CC21)=O)=O)CC